C(=CCCCCCCCCCCCCCC)S(=O)(=O)[O-].[K+] potassium α-hexadecenesulfonate